1,6-bis(4-amidino-2-bromophenoxy)-n-hexane C(N)(=N)C1=CC(=C(OCCCCCCOC2=C(C=C(C=C2)C(N)=N)Br)C=C1)Br